1-(1-(4-fluorophenyl)-6-methyl-1H-indazol-5-yl)-N-methylpyrrolidine-3-sulfonamide FC1=CC=C(C=C1)N1N=CC2=CC(=C(C=C12)C)N1CC(CC1)S(=O)(=O)NC